CC1(CN(CC1)C(=O)OC(C)(C)C)N1CCCCC1 tert-Butyl 3-methyl-3-(piperidin-1-yl)pyrrolidine-1-carboxylate